Trifluoromethanesulfonic acid-3-fluoro-8-{[tri(prop-2-yl)silyl]ethynyl}naphthalene-1-yl ester FC=1C=C(C2=C(C=CC=C2C1)C#C[Si](C(C)C)(C(C)C)C(C)C)OS(=O)(=O)C(F)(F)F